3-(4-(6-(2-(2,5-dimethyl-1H-pyrrol-1-yl)-[1,2,4]triazolo[1,5-a]pyridin-7-yl)pyrazin-2-yl)-1H-pyrazol-1-yl)-3-(4-fluorophenyl)propan-1-ol CC=1N(C(=CC1)C)C1=NN2C(C=C(C=C2)C2=CN=CC(=N2)C=2C=NN(C2)C(CCO)C2=CC=C(C=C2)F)=N1